ClC=1C=C2C3=C(NC2=CC1)C(N(CC3)C(=O)C3=CC(=C(C(=C3)C)O)Cl)CO (6-Chloro-1-(hydroxymethyl)-3,4-dihydro-1H-pyrido[3,4-b]indol-2(9H)-yl)(3-chloro-4-hydroxy-5-methylphenyl)methanone